FC(C1CCN(CC1)C1=C2C=CC(=CC2=CC=C1)C(=O)O)(F)F 5-(4-(trifluoromethyl)piperidin-1-yl)-2-naphthoic acid